CC1(CCCC(C1)C(CCC=C)=O)C 1-(5,5-dimethylcyclohex-1-yl)pent-4-en-1-one